Benzofluoren-amine C1(=CC=CC=2C=CC=3C=4C=CC=CC4CC3C21)N